(3R)-3-{[10-bromo-2-(4-fluorophenyl)[1,2,4]triazolo[1,5-c]quinazolin-5-yl]amino}azepin-2-one BrC=1C=2C=3N(C(=NC2C=CC1)NC=1C(N=CC=CC1)=O)N=C(N3)C3=CC=C(C=C3)F